CC1(CC(C2=C(C1)N1CCC3=CC=CC=C3C1CC21SCCCS1)=O)C 2,3,4,5,6,10b,11,12-octahydro-3,3-dimethyl-spiro[4b-azachrysen-12,2'-[1,3]dithian]-1-one